BrC=1C=C(SC1)[C@@H](C)NC1=NC(=NC2=CC(=C(C=C12)C1CCC(CC1)C=O)OC)C ((1R,4R)-4-(4-(((R)-1-(4-bromothien-2-yl)ethyl)amino)-7-methoxy-2-methylquinazolin-6-yl)cyclohexyl)methanone